OC=1C=C(C2=CC=C(C=C2C1)C)N1CC=2N=C(N=C(C2CC1)N1CCN(CC1)C(C=C)=O)OCCCN1CCOCC1 1-[4-[7-(3-hydroxy-6-methyl-1-naphthyl)-2-(3-morpholinopropoxy)-6,8-dihydro-5H-pyrido[3,4-d]pyrimidin-4-yl]piperazin-1-yl]prop-2-en-1-one